Tetra-Methyl-Ammonium Chloride [Cl-].C[N+](C)(C)C